N1(N=CC=C1)C=1C=CC(N(N1)CC1CCN(CC1)C=1C2=C(N=CN1)SC=C2)=O 6-pyrazol-1-yl-2-[(1-thieno[2,3-d]pyrimidin-4-ylpiperidin-4-yl)methyl]pyridazin-3-one